5-(N-(2-((2-chloro-N-(furan-2-ylmethyl)benzoylamino)methyl)-5-(dipropylamino)phenyl)-N-ethylsulfamoyl)-3-methylbenzofuran-2-carboxylic acid ClC1=C(C(=O)N(CC=2OC=CC2)CC2=C(C=C(C=C2)N(CCC)CCC)N(S(=O)(=O)C=2C=CC3=C(C(=C(O3)C(=O)O)C)C2)CC)C=CC=C1